methyl 4-acetyl-1-(2-((2S,4R)-2-((6-bromopyridin-2-yl)carbamoyl)-4-fluoropyrrolidin-1-yl)-2-oxoethyl)-1H-pyrrole-2-carboxylate C(C)(=O)C=1C=C(N(C1)CC(=O)N1[C@@H](C[C@H](C1)F)C(NC1=NC(=CC=C1)Br)=O)C(=O)OC